2-(4-chloro-1-isopropyl-1H-pyrazol-5-yl)-4-(4-(1-(2-fluoroethyl)-4-(trifluoromethyl)-1H-imidazol-2-yl)benzyl)-6,7-dihydropyrazolo[1,5-a]pyrimidin-5(4H)-one ClC=1C=NN(C1C1=NN2C(N(C(CC2)=O)CC2=CC=C(C=C2)C=2N(C=C(N2)C(F)(F)F)CCF)=C1)C(C)C